Magnesium-Aluminum-Zinc [Zn].[Al].[Mg]